3-{(chlorodimethylsilyl)methyl}-1-methylimidazolium chloride [Cl-].Cl[Si](C)(C)C[N+]1=CN(C=C1)C